C[C@H](C(=O)O)O[C@H]1[C@@H]([C@H](OC([C@@H]1NC(=O)C)O)COP(=O)(O)O)O The molecule is a member of muramic acids. It has a role as an Escherichia coli metabolite. It derives from a N-acetylmuramic acid. It is a conjugate acid of a N-acetylmuramate 6-phosphate.